methyl 4-amino-2-oxo-1-(5,6,7,8-tetrahydroisoquinolin-5-yl)-7-(trifluoromethyl)-1,2-dihydroquinoline-3-carboxylate NC1=C(C(N(C2=CC(=CC=C12)C(F)(F)F)C1C=2C=CN=CC2CCC1)=O)C(=O)OC